iron vanadium strontium oxide [O-2].[Sr+2].[V+5].[Fe+2]